(R)-2,2,2-trifluoroethyl 2-((2-methylbenzyl) (3-methylbutan-2-yl)amino)-2-oxoacetate CC1=C(CN(C(C(=O)OCC(F)(F)F)=O)[C@H](C)C(C)C)C=CC=C1